1-[(3S)-3-[4-amino-3-[2-(6-fluoro-1-methyl-benzo[d]imidazol-5-yl)ethynyl]-7-thiazol-4-yl-pyrazolo[4,3-c]pyridin-1-yl]pyrrolidin-1-yl]-2-propen-1-one NC1=NC=C(C2=C1C(=NN2[C@@H]2CN(CC2)C(C=C)=O)C#CC2=CC1=C(N(C=N1)C)C=C2F)C=2N=CSC2